[2-(dibutylamino)ethyl](t-butyldimethylsilyl)amine C(CCC)N(CCN[Si](C)(C)C(C)(C)C)CCCC